Cl.C(CCCCCCCCCCCCC)(=O)OCC(COP(=O)(O)OCC(COC(CCN)=O)OC(CCN)=O)OC(CCCCCCCCCCCCC)=O.C(CCCCCCCCCCCCCCCCCCC)[SiH2]O[SiH2]O[SiH2]O[SiH2]O[SiH2]O[SiH2]O[SiH2]O[SiH2]O[SiH2]O[SiH3] eicosyl decasiloxane 3-(((2,3-bis((3-aminopropanoyl)oxy)propoxy)(hydroxy)phosphoryl)oxy)-propane-1,2-diyl ditetradecanoate hydrochloride